2-naphthyl-(phenylamino)triphenylamine C1=C(C=CC2=CC=CC=C12)C=1C(=C(C=CC1)N(C1=CC=CC=C1)C1=CC=CC=C1)NC1=CC=CC=C1